4-methyl-6-(2-(methylamino)ethylamino)-1-oxoisoindolin CC1=C2CNC(C2=CC(=C1)NCCNC)=O